OCCOC=1C=C2C=CC=C(C2=CC1)C1(C2=CC=CC=C2C=2C=CC=CC12)C1=CC=CC2=CC(=CC=C12)OCCO 9,9-bis[6-(2-hydroxyeth-oxy)naphthyl]fluorene